3-amino-1-[2-(2-ethoxypyridin-3-yl)-1'-[4-fluoro-2-(trifluoromethyl)phenyl]spiro[6,8-dihydro-1,7-naphthyridine-5,4'-piperidine]-7-yl]propan-1-one formate salt C(=O)O.NCCC(=O)N1CC2(CCN(CC2)C2=C(C=C(C=C2)F)C(F)(F)F)C=2C=CC(=NC2C1)C=1C(=NC=CC1)OCC